1-methyloctahydro-5H-pyrrolo[3,2-c]pyridin CN1CCC2CNCCC21